C([C@@H]1[C@@H]([C@@H]([C@H]([C@@H](O1)O[C@@H]2[C@H](O[C@H]([C@@H]([C@H]2O)O)O[C@@H]3[C@H](O[C@H]([C@@H]([C@H]3O)O)O)CO)CO)O)O)O)O The molecule is a trisaccharide consisting of a beta-D-galactopyranose residue and two beta-D-glucopyranose residues joined in sequence by (1->4) glycosidic bonds. It derives from a beta-cellobiose and a beta-lactose.